OB1OC2=C(C=C1)C=C(C=C2OC(F)(F)F)NC2=NNC=C2C(=O)N 3-[[2-hydroxy-8-(trifluoromethoxy)-1,2-benzoxaborinin-6-yl]amino]pyrazole-4-carboxamide